3-formylazetidine-1-carboxylic acid C(=O)C1CN(C1)C(=O)O